NC1=NC=C(C=C1B(O)O)C(F)(F)F 2-AMINO-5-(TRIFLUOROMETHYL)PYRIDINE-3-BORONIC ACID